BrC1=C(N=C2N(C1=O)C=CC=C2)N[C@H]2CN(C[C@H](C2)C2=CC(=CC=C2)OCCOCCOCCO[Si](C2=CC=CC=C2)(C2=CC=CC=C2)C(C)(C)C)C 3-Bromo-2-[[(3R,5R)-5-[3-[2-[2-[2-[tert-butyl(diphenyl)silyl]oxyethoxy]ethoxy]ethoxy]phenyl]-1-methyl-3-piperidyl]amino]pyrido[1,2-a]pyrimidin-4-one